2-(4-chlorophenylthio)-3,5-dimethylphenol ClC1=CC=C(C=C1)SC1=C(C=C(C=C1C)C)O